ClC=1C=C(C=C(C1)NS(=O)(=O)CCC)NC(=O)C=1SC=C(C1)C1=NC=CC=C1C N-(3-chloro-5-(propylsulfonamido)phenyl)-4-(3-methylpyridin-2-yl)thiophene-2-carboxamide